C(CCCCCCCCCCCCCCCCC)C(C(=O)N)CCCCCCCCCCCCCCCCCCCC stearyl-behenamide